(R)-(-)-2-(2-chlorophenyl)-1-methylethylamine ClC1=C(C=CC=C1)C[C@@H](C)N